NC=1C=C(C=2C=CN=C(C2C1)O)S(=O)(=O)N(CC1=CC=C(C=C1)OC)CC1=CC=C(C=C1)OC 7-amino-1-hydroxy-N,N-bis(4-methoxybenzyl)isoquinoline-5-sulfonamide